1-(3,5-Dimethoxyphenylethynyl)benzene COC=1C=C(C=C(C1)OC)C#CC1=CC=CC=C1